N-(6-(2,6-dioxopiperidin-3-yl)pyridin-3-yl)acetamide hydrobromide Br.O=C1NC(CCC1C1=CC=C(C=N1)NC(C)=O)=O